3-((6-bromo-3-isopropyl-3H-imidazo[4,5-c]pyridin-4-yl)amino)-N-(1-(difluoromethyl)cyclopropyl)-4-fluorobenzamide BrC1=CC2=C(C(=N1)NC=1C=C(C(=O)NC3(CC3)C(F)F)C=CC1F)N(C=N2)C(C)C